C(OCCCCC(=O)C1=CC=C(C=C1)C(F)(F)F)([2H])([2H])[2H] 5-(methoxy-d3)-1-(4-trifluoromethylphenyl)-1-pentanone